(bromo(phenyl)methyl)trimethylsilane BrC(C1=CC=CC=C1)[Si](C)(C)C